ClC=1C=C(C=CC1F)[C@@H]1N(OCC1)C1=CC(=NC=N1)NC=1C(=CC(=C(C1)NC(C=C)=O)N1CCC(CC1)N1[C@@H](CN([C@@H](C1)C)C1CC1)C)OC N-(5-((6-((R)-3-(3-chloro-4-fluorophenyl)isoxazolidine-2-yl)pyrimidine-4-yl)amino)-2-(4-((2R,5R)-4-cyclopropyl-2,5-dimethylpiperazine-1-yl)piperidine-1-yl)-4-methoxyphenyl)acrylamide